O1CCN(CC1)C1=NC(=C2C=C(C=NC2=C1)NS(=O)(=O)C)OC1CCC(CC1)NC1=NC=C(C=N1)N1CCN(CC1)CC(F)(F)F N-[7-morpholino-5-[4-[[5-[4-(2,2,2-trifluoroethyl)piperazin-1-yl]pyrimidin-2-yl]amino]cyclohexoxy]-1,6-naphthyridin-3-yl]methanesulfonamide